C(C)C1(NC(N(C(C1)=O)[C@H](CCC)C=1C=C(C(=O)N[C@H]2[C@@](COC3=CC=CC=C23)(C)O)C=CC1)=N)CC 3-[(1R)-1-(4,4-diethyl-2-imino-6-oxo-hexahydropyrimidin-1-yl)butyl]-N-[(3R,4R)-3-hydroxy-3-methyl-chroman-4-yl]benzamide